benzo[1,2-b:4,5-b']dithiophene-4,8-diylbis-2-thiophenecarboxylic acid 2,2'-bis(2-ethylhexyl) ester C(C)C(COC(=O)C=1SC=CC1C1=C2C(SC=C2)=C(C2=C1SC=C2)C2=C(SC=C2)C(=O)OCC(CCCC)CC)CCCC